benzyl (3-(4-((3-(2,3-difluoro-4-methoxyphenyl)imidazo[1,2-a]pyrazin-8-yl)amino)-N-methylphenylsulfonimidoyl)propyl)carbamate FC1=C(C=CC(=C1F)OC)C1=CN=C2N1C=CN=C2NC2=CC=C(C=C2)S(=O)(=NC)CCCNC(OCC2=CC=CC=C2)=O